2-(3-(methoxycarbonyl)phenyl)acetic acid COC(=O)C=1C=C(C=CC1)CC(=O)O